3-phenoxy-4,5-dihydroxybenzoic acid O(C1=CC=CC=C1)C=1C=C(C(=O)O)C=C(C1O)O